C(C1=CC=CC=C1)C(CCCNC(=O)C1=CC=2C(=NC=CC2Cl)N1)C(=O)N1CCC(CC1)(O)CN1C=NC2=CC(=CC=C2C1=O)NC(CCN(C)C)=O N-(4-benzyl-5-(4-((7-(3-(dimethylamino)propanamido)-4-oxoquinazolin-3(4H)-yl)methyl)-4-hydroxypiperidin-1-yl)-5-oxopentyl)-4-chloro-1H-pyrrolo[2,3-b]pyridine-2-carboxamide